FC1(CC12CN(CC(C2)NC2=NC=CC(=N2)C=2C(=NC=CC2)OC2=C(C(=C(C(=C2)F)NS(=O)(=O)CC2=CC=CC=C2)F)F)C(=O)OC(C)(C)C)F tert-Butyl 1,1-difluoro-7-((4-(2-(2,3,5-trifluoro-4-((phenylmethyl)sulfonamido)phenoxy)pyridin-3-yl)pyrimidin-2-yl)amino)-5-azaspiro[2.5]octane-5-carboxylate